C(C)(C)C1=C(C=CC=C1)C1=NC=C2N(C(N(C2=N1)CC1=CC(=CC=C1)OCC1CN(CCC1)C)=O)C 2-(2-isopropylphenyl)-7-methyl-9-(3-((1-methylpiperidin-3-yl)methoxy)benzyl)-7,9-dihydro-8H-purin-8-one